N(=[N+]=[N-])C1(OCCC1O)CO 2-azido-2-(hydroxymethyl)tetrahydrofuran-3-ol